CN(CC[C@H](CSC1=CC=CC=C1)NC1=C(C=C(C=C1)S(=O)(=O)NC(C1=CC=CC=C1)=O)[N+](=O)[O-])C N-[(4-{[(2R)-4-(dimethylamino)-1-(phenylsulfanyl)-2-butyl]Amino}-3-nitrophenyl)sulphonyl]Benzamide